C(CCCCC)(=O)O.OCC(CO)(COCC(CO)(COCC(CO)(CO)CO)CO)CO tripentaerythritol caproate